ethyl (2R,3S)-3-amino-3-(3,4-difluoro-2-methoxyphenyl)-2-hydroxypropanoate N[C@H]([C@H](C(=O)OCC)O)C1=C(C(=C(C=C1)F)F)OC